[N+](=O)([O-])C1=C2C(CCC2=CC2=C1OCC2)=O 8-nitro-2,3,5,6-tetrahydro-7H-indeno[5,6-b]furan-7-one